C(C)C(CC(=O)OCCSC1=C(C=CC2=CC(=CC(=C12)Cl)OCOC)F)CCCC 2-((8-chloro-2-fluoro-6-(methoxymethoxy)naphthalen-1-yl)thio)ethyl 3-ethylheptanoate